[Co].C(CCCCCCCC)(=O)O n-nonanoic acid cobalt